amino-xanthic acid NOC(=S)S